2,2-Dimethyl-3-sulfanylpropanol CC(CO)(CS)C